COC1=CC=C(C=C1)C1=NC(=NC(=N1)Cl)Cl (4-methoxyphenyl)-2,4-dichloro-1,3,5-triazine